(3-(trans-4-benzoylaminocyclohexyl)-1H-pyrrolo[2,3-c]pyridin-1-yl)-5-fluoro-N-isopropyl-N-methylbenzamide C(C1=CC=CC=C1)(=O)N[C@@H]1CC[C@H](CC1)C1=CN(C2=CN=CC=C21)C2=C(C(=O)N(C)C(C)C)C=C(C=C2)F